1-(4-((6-((3r,4r)-4-(3,4-dihydroisoquinolin-2(1H)-yl)-3-hydroxypiperidin-1-carbonyl)-2-ethynylpyrimidin-4-yl)amino)piperidin-1-yl)ethan-1-one C1N(CCC2=CC=CC=C12)[C@H]1[C@@H](CN(CC1)C(=O)C1=CC(=NC(=N1)C#C)NC1CCN(CC1)C(C)=O)O